NC=1C=C(OC2=CC(=CC=C2)OC2=CC(=CC=C2)N)C=CC1 1,3-Bis(3-aminophenoxy)benzene